[(cyclobutylcarbonyl)oxy]isoindole-1,3-dione C1(CCC1)C(=O)OC1=C2C(NC(C2=CC=C1)=O)=O